tert-butyl (4-(4-(2,6-dioxopiperidin-3-yl)phenoxy)butyl)(methyl)carbamate O=C1NC(CCC1C1=CC=C(OCCCCN(C(OC(C)(C)C)=O)C)C=C1)=O